C(C1=CC=CC=C1)N1C(C(CC(C1)CO[Si](C1=CC=CC=C1)(C1=CC=CC=C1)C(C)(C)C)OC1=NC(=NC(=C1)C1=C(C=CC=C1C)C)NS(=O)(=O)C1=CC(=CC=C1)[N+](=O)[O-])(C)C N-[4-[[1-benzyl-5-[[tert-butyl(diphenyl)silyl]oxymethyl]-2,2-dimethyl-3-piperidyl]oxy]-6-(2,6-dimethylphenyl)pyrimidin-2-yl]-3-nitro-benzenesulfonamide